FC1=C(C=CC(=C1F)OC)C1=CN=C2N1C=CN=C2NC2=CC(=C(C(=O)NCCOCCNCC(=O)OC)C=C2)CC methyl 2-[2-[2-[[4-[[3-(2,3-difluoro-4-methoxy-phenyl)imidazo[1,2-a]pyrazin-8-yl]amino]-2-ethyl-benzoyl]amino]ethoxy]ethylamino]acetate